(S)-1-((2',4-dichloro-[2,4'-bipyridin]-5-yl)oxy)-2,4-dimethylpentan-2-amine ClC1=NC=CC(=C1)C1=NC=C(C(=C1)Cl)OC[C@](CC(C)C)(N)C